1-(2-{4-[trans-4-amino-3-methoxypiperidin-1-yl]-3-(3-fluoro-5-methylphenyl)quinolin-6-yl}-4,6-difluorophenyl)-3-methoxyurea N[C@H]1[C@@H](CN(CC1)C1=C(C=NC2=CC=C(C=C12)C1=C(C(=CC(=C1)F)F)NC(=O)NOC)C1=CC(=CC(=C1)C)F)OC